NC/C(/CN1N=CN(C1=O)CC1=CC=C(S1)C=1C=C2CN(C(NC2=CC1)=O)C)=C\F 6-[5-({1-[(2E)-2-(aminomethyl)-3-fluoroprop-2-en-1-yl]-5-oxo-1,5-dihydro-4H-1,2,4-triazol-4-yl}methyl)thiophen-2-yl]-3-methyl-3,4-dihydroquinazolin-2(1H)-one